FC=1C(=C(C=CC1F)[C@@H]1C(O[C@@](C1)(C(F)(F)F)C)C(=O)NC1=C[C@H]([N+](C=C1)=O)C(=O)N)OC (2S,3R,5S)-4-[[3-(3,4-difluoro-2-methoxy-phenyl)-5-methyl-5-(trifluoromethyl)tetrahydrofuran-2-carbonyl]amino]-1-oxo-pyridin-1-ium-2-carboxamide